NCCCCCCNC1=CC(=NC(=N1)C)NC=1SC(=CN1)C(=O)NC1=C(C=CC=C1C)Cl 2-((6-((6-Aminohexyl)amino)-2-methylpyrimidin-4-yl)amino)-N-(2-chloro-6-methylphenyl)thiazole-5-carboxamide